ClC=1C(=NC=2C1C1=CNN(C1=CC2)S(=O)(=O)C2=CC=CC=C2)C2=C(C=CC=C2)C 8-chloro-3-(phenylsulfonyl)-7-(o-tolyl)pyrrolo[3,2-e]indazol